N-((S)-1-((2S,4R)-4-hydroxy-2-((4-(4-methylthiazol-5-yl)benzyl)carbamoyl)pyrrolidin-1-yl)-3,3-dimethyl-1-oxobutan-2-yl)piperidine-4-carboxamide O[C@@H]1C[C@H](N(C1)C([C@H](C(C)(C)C)NC(=O)C1CCNCC1)=O)C(NCC1=CC=C(C=C1)C1=C(N=CS1)C)=O